monomethylacryloylethyl phosphate P(=O)(OCC(C(C=C)=O)C)([O-])[O-]